N-(4-bromophenyl)-1-methylpiperidine-4-carboxamide BrC1=CC=C(C=C1)NC(=O)C1CCN(CC1)C